CC1=NNC2=NC=C(C=C21)C(=O)O 3-methyl-1H-pyrazolo[3,4-B]Pyridine-5-carboxylic acid